4-bromo-2-(3-methyl-5-tosyl-5H-pyrrolo[2,3-b]pyrazin-7-yl)thiazole BrC=1N=C(SC1)C1=CN(C2=NC(=CN=C21)C)S(=O)(=O)C2=CC=C(C)C=C2